3-(sec-butyl)-4-(pyrazine-2-carbonyl)-1,3,4,5-tetrahydro-2H-benzo[1,4]diazepin-2-one C(C)(CC)C1C(NC2=C(CN1C(=O)C1=NC=CN=C1)C=CC=C2)=O